(S)-2-(6-((2-((3S,4R)-3-fluoro-4-hydroxy-3-methylpiperidin-1-yl)pyrimidin-4-yl)amino)-1-((R)-2-methylazetidine-1-yl)-2,7-naphthyridin-4-yl)-N,N-dimethylpropionamide F[C@]1(CN(CC[C@H]1O)C1=NC=CC(=N1)NC=1C=C2C(=CN=C(C2=CN1)N1[C@@H](CC1)C)[C@@H](C(=O)N(C)C)C)C